C(/C1=CC=CC=C1)=N/O (Z)-benzaldoxime